1-(cyclobutylmethyl)-1H-pyrazol C1(CCC1)CN1N=CC=C1